C(C)C(COCCCO)CCCCC 3-((2-ethylheptyl)oxy)propan-1-ol